(E)-2,4-difluoro-N-(2-hydroxy-5-(4-(4-(4-oxopent-2-enoyl)piperazin-1-yl)quinazolin-6-yl)pyridine-3-yl)benzenesulfonamide FC1=C(C=CC(=C1)F)S(=O)(=O)NC=1C(=NC=C(C1)C=1C=C2C(=NC=NC2=CC1)N1CCN(CC1)C(\C=C\C(C)=O)=O)O